C1=C2C(=CC(=C1Cl)S(=O)(=O)N)S(=O)(=O)N=CN2 The molecule is 4H-1,2,4-benzothiadiazine 1,1-dioxide in which the hydrogen at position is substituted by chlorine and that at position 7 is substituted by a sulfonamide group. A diuretic, it is used for treatment of oedema and hypertension. It has a role as a diuretic and an antihypertensive agent.